(4-aminopiperidin-1-yl)(5-(4-(3-aminoprop-1-yn-1-yl)phenyl)furan-2-yl)methanone NC1CCN(CC1)C(=O)C=1OC(=CC1)C1=CC=C(C=C1)C#CCN